NCC1=CC(=CNC1=O)C1CN(CCC1(F)F)C(C(=O)NC1=NC=C(C=C1)OC1=CC=CC=C1)C 2-(3-(5-(aminomethyl)-6-oxo-1,6-dihydropyridin-3-yl)-4,4-difluoropiperidin-1-yl)-N-(5-phenoxypyridin-2-yl)propanamide